(E)-5-(2,4-dioxotetrahydropyrimidin-1(2H)-yl)-3-hydroxypyridine O=C1N(CCC(N1)=O)C=1C=C(C=NC1)O